2-(2-Boc-hydrazino)-3,3-dimethylbutyric acid C(=O)(OC(C)(C)C)NNC(C(=O)O)C(C)(C)C